2-[6-chloro-2-(2-methoxyacetyl)-3,4-dihydro-1H-isoquinolin-8-yl]pyrrolidine-1-carboxylic acid tertButyl ester C(C)(C)(C)OC(=O)N1C(CCC1)C=1C=C(C=C2CCN(CC12)C(COC)=O)Cl